C(C)(C)(C)P(O)(O)=O t-butylphosphonic acid